NC1=C(C=O)C=CC(=C1)OCC 2-AMINO-4-ETHOXYBENZALDEHYDE